((1R,2S)-8'-bromo-2-methyl-4'H-spiro[cyclopropane-1,5'-naphtho[2,1-d]isoxazol]-3'-yl)-2,6-dimethoxy-4-(4-methylpiperazine-1-carbonyl)benzenesulfonamide BrC1=CC=C2[C@]3(CC=4C(=NOC4C2=C1)C=1C(=C(C(=CC1C(=O)N1CCN(CC1)C)OC)S(=O)(=O)N)OC)[C@H](C3)C